pyrazolo[1,5-a]pyrimidine-1-carboxylic acid N1(CC=C2N1C=CC=N2)C(=O)O